FC(C(C1=CC=CC=C1)C1=CC=CC=C1)(F)C=1N(C(C(=C(N1)C(=O)NC=1C=NOC1)O)=O)C 2-(1,1-difluoro-2,2-diphenylethyl)-5-hydroxy-N-(isoxazol-4-yl)-1-methyl-6-oxo-1,6-dihydropyrimidine-4-carboxamide